NC=1C(=C(C=C2C=C(N=CC12)NC(OC1CC2(CN(C2)CC(F)F)C1)=O)C1=C(C2=C(OCCN2)N=C1)C)F 2-(2,2-Difluoroethyl)-2-azaspiro[3.3]heptan-6-yl (8-amino-7-fluoro-6-(8-methyl-2,3-dihydro-1H-pyrido[2,3-b][1,4]oxazin-7-yl)isoquinolin-3-yl)carbamate